5-(5-Ethoxy-2-isopropyl-4-methoxy-benzyl)-pyrimidine-2,4-diamine C(C)OC=1C(=CC(=C(CC=2C(=NC(=NC2)N)N)C1)C(C)C)OC